C(CCCCC)C=1C=C2C(=CC(=NC2=CC1)C(CC(=O)O)C)C1=CC=CC=C1 3-(6-hexyl-4-phenylquinolin-2-yl)butanoic acid